(5-fluoro-3-quinolinyl)methanone FC1=C2C=C(C=NC2=CC=C1)C=O